N1=C(C=CC=C1)OC1=CC=C(C=C1)NC(=S)NC(=O)C=1OC=CC1 N-[(4-(pyridin-2-yloxy)phenyl)thiocarbamoyl]furan-2-carboxamide